[5-[4-[4-chloro-3-[(1-cyanocyclopropyl)-prop-2-ynyl-carbamoyl]phenyl]pyrazol-1-yl]-1-methyl-4-(trifluoromethyl)pyrazol-3-yl]1,1,1,2,3,3,3-heptafluoropropane-2-sulfonate ClC1=C(C=C(C=C1)C=1C=NN(C1)C1=C(C(=NN1C)OS(=O)(=O)C(C(F)(F)F)(C(F)(F)F)F)C(F)(F)F)C(N(CC#C)C1(CC1)C#N)=O